C1(CC1)C1=CC=C2N=CC(=NC2=C1)C=1C=NN(C1)CCCCCCNC=1C=C2C(N(C(C2=CC1)=O)C1C(NC(CC1)=O)=O)=O 5-((6-(4-(7-Cyclopropylquinoxalin-2-yl)-1H-pyrazol-1-yl)hexyl)amino)-2-(2,6-dioxopiperidin-3-yl)isoindoline-1,3-dione